CN1CCC(CC1)(C1=NN=C(N1)C1=CC=NC=C1)NC=1C=C(C(=O)NCC=2C=C(OCCCCCOCCCOCC(=O)O)C=CC2)C=CC1 2-(3-((5-(3-((3-((1-methyl-4-(5-(pyridin-4-yl)-4H-1,2,4-triazol-3-yl)piperidin-4-yl)amino)benzamido)methyl)phenoxy)pentyl)oxy)propoxy)acetic acid